OCC1=CC=C(C=C1)N1C=CC2=C1N=CNC2=O 7-[4-(hydroxymethyl)phenyl]-3,7-dihydro-4H-pyrrolo[2,3-d]pyrimidin-4-one